(allyloxy)pent-1-ene C(C=C)OC=CCCC